NCCOCCNC(C1=C(C=C(C=C1F)NC=1C=2N(C=CN1)C(=CN2)C2=C(C(=C(C=C2)OC)F)F)F)=O N-(2-(2-aminoethoxy)ethyl)-4-((3-(2,3-difluoro-4-methoxyphenyl)imidazo[1,2-a]pyrazin-8-yl)amino)-2,6-difluorobenzamide